C(C)(=O)O.[Co].[Ni] nickel-cobalt acetic acid